tert-butyl 7-(5-(((2R,3R)-1-(tert-butoxycarbonyl)-2-methylpyrrolidin-3-yl)(methyl)amino)pentyl)-3,4-dihydro-1,8-naphthyridine-1(2H)-carboxylate C(C)(C)(C)OC(=O)N1[C@@H]([C@@H](CC1)N(CCCCCC1=CC=C2CCCN(C2=N1)C(=O)OC(C)(C)C)C)C